2-chloro-5-chloropyridine ClC1=NC=C(C=C1)Cl